2-{(2,6-bis(2-methoxyphenyl) phenyl)-phenylphosphino}-benzenesulfonate COC1=C(C=CC=C1)C1=C(C(=CC=C1)C1=C(C=CC=C1)OC)P(C1=C(C=CC=C1)S(=O)(=O)[O-])C1=CC=CC=C1